(S)-2-(8-(4-(4-(2-azaspiro[3.3]heptan-6-yl)piperazin-1-yl)pyrimidin-2-yl)-6,6a,7,8,9,10-hexahydro-5H-pyrazino[1',2':4,5]pyrazino[2,3-c]pyridazin-2-yl)phenol C1NCC12CC(C2)N2CCN(CC2)C2=NC(=NC=C2)N2C[C@H]1N(C=3C(=NN=C(C3)C3=C(C=CC=C3)O)NC1)CC2